(4'-cyano-6'-(pyridin-2-yl)-[1,1':3',1''-terphenyl]-2',4,4'',5'-tetrayl)tetrakis(9H-carbazole-3-carbonitrile) C(#N)C1=C(C(=C(C(=C1C1=CC(=CC=2C3=CC=CC=C3NC12)C#N)C1=NC=CC=C1)C1=CC=C(C=C1)C1=CC(=CC=2C3=CC=CC=C3NC12)C#N)C1=CC(=CC=2C3=CC=CC=C3NC12)C#N)C1=CC=C(C=C1)C1=CC(=CC=2C3=CC=CC=C3NC12)C#N